2-[4-[3-(4-Chlorophenyl)-3-oxoprop-1-enyl]phenoxy]-2-methylpropanoic acid ClC1=CC=C(C=C1)C(C=CC1=CC=C(OC(C(=O)O)(C)C)C=C1)=O